C(C)(C)(C)OC(=O)N1C(C(=C[C@@H]1C(F)(F)F)C[C@@H](C(=O)OC(C)(C)C)N(C(=O)OC(C)(C)C)C(=O)OC(C)(C)C)=O (5R)-3-[(2S)-2-[bis(t-butoxycarbonyl)amino]-3-(t-butoxy)-3-oxopropyl]-2-oxo-5-(trifluoromethyl)-5H-pyrrole-1-carboxylic acid tert-butyl ester